ClC1=CC=C(C=C1)C1(C(C1)C=C)C(=O)NOC 1-(4-chlorophenyl)-N-methoxy-2-vinylcyclopropane-1-carboxamide